FC1(C[C@@](CC1)(CO)NC(=O)[C@@H]1CCC=2C(=NN(C2C1)C1=NC=C(C=C1)F)C1=CC(=CC=C1)OC(F)F)F (R)-N-((S)-3,3-difluoro-1-(hydroxymethyl)cyclopentyl)-3-(3-(difluoromethoxy)phenyl)-1-(5-fluoropyridin-2-yl)-4,5,6,7-tetrahydro-1H-indazole-6-carboxamide